BrC1=C2C=CC(N(C2=CC=C1)C(=C(C(=O)[O-])C)C1=CC=CC=C1)=O 3-(5-bromo-2-oxoquinolin-1(2H)yl)-2-methyl-3-phenylacrylate